2-(3-(((1R,2R)-2-hydroxycyclohexyl)(methyl)amino)-5-methyl-1,2,4-triazin-6-yl)-5-(trifluoromethyl)phenol O[C@H]1[C@@H](CCCC1)N(C=1N=NC(=C(N1)C)C1=C(C=C(C=C1)C(F)(F)F)O)C